7-(4-{4-[3-(1,3-dioxolan-2-yl)propoxy]phenyl}piperidin-1-yl)-4-methyl-1H-indazole-3-carbonitrile O1C(OCC1)CCCOC1=CC=C(C=C1)C1CCN(CC1)C=1C=CC(=C2C(=NNC12)C#N)C